C[C@@H]1COCCN1C1=NC2=C(N=CC=C2C(=C1)C1CCNCC1)C1=CC=NN1 (R)-4-(2-(3-methylmorpholino)-8-(1H-pyrazol-5-yl)-1,7-naphthyridin-4-yl)piperidine